NC1=CC=C(C(=N1)C)CNC([C@H](C)NC(=O)[C@@H]1N(CC[C@@H](C1)C1=CC=CC=C1)C(=O)OC(C)(C)C)=O tert-butyl (2R,4S)-2-(((S)-1-(((6-amino-2-methylpyridin-3-yl)methyl)amino)-1-oxopropan-2-yl)carbamoyl)-4-phenylpiperidine-1-carboxylate